(3-((t-butoxycarbonyl) amino) propyl) carbamate C(N)(OCCCNC(=O)OC(C)(C)C)=O